(R)-(4-chloro-3,5-difluoro-1H-indol-2-yl)(4-(morpholine-3-carbonyl)piperazin-1-yl)methanone ClC1=C2C(=C(NC2=CC=C1F)C(=O)N1CCN(CC1)C(=O)[C@@H]1NCCOC1)F